1-Chloro-3-buten ClCCC=C